OC1=C(C=CC(=O)O)C=CC(=C1CC=C(C)C)O 2,4-dihydroxy-3-prenylcinnamic acid